(4-aminophenyl)-5-methyl-4,5-dihydropyridazin-3(2H)-one NC1=CC=C(C=C1)N1N=CC(CC1=O)C